FC1=CC=C(C=C1)C1=CC(=C(C=N1)CNC(C=C)=O)C1=NN(C=C1)CC1=CC(N(C=C1)C)=O N-((6-(4-fluorophenyl)-4-(1-((1-methyl-2-oxo-1,2-dihydropyridin-4-yl)methyl)-1H-pyrazol-3-yl)pyridin-3-yl)methyl)acrylamide